(1-methylpyrrolidin-3-yl)methanol CN1CC(CC1)CO